4-(3-(2-amino-[1,2,4]triazolo[1,5-a]pyridin-7-yl)-2-fluorophenoxy)-1-(4-chlorophenyl)-2,2-difluorobutan-1-ol NC1=NN2C(C=C(C=C2)C=2C(=C(OCCC(C(O)C3=CC=C(C=C3)Cl)(F)F)C=CC2)F)=N1